C(#N)C1=CC=C(OCC2=CC(=CC=C2C)COC2=CC=C(C=C2)C#N)C=C1 1,3-bis(4-cyano-phenoxymethyl)-6-methyl-benzene